1-[6,7-Dimethyl-4-(methylamino)-1,3-dihydro-2H-pyrrolo[3,4-c]pyridin-2-yl]-2-[trans-2-(pyridin-3-yl)cyclopropyl]ethanon CC1=C(C2=C(C(=N1)NC)CN(C2)C(C[C@H]2[C@@H](C2)C=2C=NC=CC2)=O)C